1-((1H-indol-5-yl)sulfonyl)piperidine-4-carboxylic Acid N1C=CC2=CC(=CC=C12)S(=O)(=O)N1CCC(CC1)C(=O)O